NC=1C=C(N(C1)C1CCCCC1)C(=O)OCC ethyl 4-amino-1-cyclohexylpyrrole-2-carboxylate